C(N)(=O)C1=C(C=CC(=C1)F)NC(C)([2H])C=1C=C(C=C2C(N(C=3N(C12)C=NC3C(=O)N(C([2H])([2H])[2H])C([2H])([2H])[2H])C)=O)C 9-(1-((2-carbamoyl-4-fluorophenyl)amino)ethyl-1-d)-4,7-dimethyl-N,N-bis(methyl-d3)-5-oxo-4,5-dihydroimidazo[1,5-a]quinazoline-3-carboxamide